ClC=1C(=NC(=NC1)N[C@H]1[C@@H]([C@@H]2[C@@H](O[C@H](C1)O2)CO)O)C=2C=C(C1=C(N(C(=N1)C(C)(C)O)C(C)C)C2)F (1R,2S,3R,5S,7S)-3-((5-chloro-4-(4-fluoro-2-(2-hydroxypropan-2-yl)-1-isopropyl-1H-benzo[d]imidazol-6-yl)pyrimidin-2-yl)amino)-7-(hydroxymethyl)-6,8-dioxabicyclo[3.2.1]octan-2-ol